C(C)(C)OC1=C(C=[Ru-2](Cl)Cl)C=C(C=C1)[N+](=O)[O-] (2-isopropoxy-5-nitrobenzylidene)ruthenium (II) dichloride